F[C@@H]1[C@@H]([C@]2(CN[C@@]1(C2)C)C)OC2=NN=C(S2)C2=C(C=C(C=C2)C2=NC(N(C=N2)C)=O)O 4-(4-(5-(((1R,4R,5R,6S)-6-fluoro-1,4-dimethyl-2-azabicyclo[2.2.1]heptan-5-yl)oxy)-1,3,4-thiadiazol-2-yl)-3-hydroxyphenyl)-1-methyl-1,3,5-triazin-2(1H)-one